[Si](C)(C)(C(C)(C)C)OC1CCC(CC1)N1C2=NC(=NC=C2NC1=O)Cl 9-((1r,4r)-4-((tert-butyldimethylsilyl)oxy)cyclohexyl)-2-chloro-7,9-dihydro-8H-purin-8-one